BrC=1C=CC=C2C=C(N=NC12)CC 8-bromo-3-ethyl-cinnolin